(2S)-1-(9H-fluoren-9-yl-methoxycarbonyl)azetidine-2-carboxylic acid C1=CC=CC=2C3=CC=CC=C3C(C12)COC(=O)N1[C@@H](CC1)C(=O)O